C1=C(C=CC2=CC=CC=C12)C1NS(C2=C(C3=C1C=CC=C3)C=CC=C2)(=O)=O (+)-7-(Naphthalen-2-yl)-6,7-dihydrodibenzo[d,f][1,2]Thiazepine 5,5-dioxide